tert-butyl ((1r,3r)-3-(5-(6-(3-cyanopyrrolo[1,2-b]pyridazin-7-yl)-4-(isopropylamino)pyridin-3-yl)-1,3,4-thiadiazol-2-yl)cyclobutyl)carbamate C(#N)C1=CC=2N(N=C1)C(=CC2)C2=CC(=C(C=N2)C2=NN=C(S2)C2CC(C2)NC(OC(C)(C)C)=O)NC(C)C